1-(3-amino-6-{3-[(dimethylamino)carbonyl]phenyl}pyrazin-2-yl)pyrazole-4-carboxamide NC=1C(=NC(=CN1)C1=CC(=CC=C1)C(=O)N(C)C)N1N=CC(=C1)C(=O)N